(E)-N-(7-(4-chlorostyryl)-2,3-dihydrobenzofuran-5-yl)-1,1-diphenylmethanimine ClC1=CC=C(/C=C/C2=CC(=CC=3CCOC32)N=C(C3=CC=CC=C3)C3=CC=CC=C3)C=C1